N1(CCC1)C1=CC=C2C3(CC=4C(=NOC4C2=C1)NS(=O)(=O)N(C)C)CC3 {[8'-(azetidin-1-yl)-4'H-spiro[cyclopropane-1,5'-naphtho[2,1-d][1,2]oxazol]-3'-yl]sulfamoyl}dimethylamine